hexamethylenebis-biguanide N(C(=N)NC(=N)N)CCCCCCNC(=N)NC(=N)N